2-Chloro-4-[(2R,5R)-2,4,5-trimethylpiperazin-1-yl]benzoic acid ClC1=C(C(=O)O)C=CC(=C1)N1[C@@H](CN([C@@H](C1)C)C)C